C(C)(C)(C)OC(=O)N1CCN(CC1)C1=C(C=C(C=C1)C=1C(=NC(=CC1)OCC1=CC=CC=C1)OCC1=CC=CC=C1)C Tert-butyl-4-[4-(2,6-dibenzyloxy-3-pyridyl)-2-methyl-phenyl]piperazine-1-carboxylate